Cl.S1C=NC2=C1CCC2N 5,6-dihydro-4H-cyclopenta[d]thiazol-4-amine hydrochloride